3,3-bis-(1-hydroxy-2-isocyanato-ethyl)-1,5-diisocyanatopentane-2,4-diol OC(CN=C=O)C(C(CN=C=O)O)(C(CN=C=O)O)C(CN=C=O)O